C(C)C=1C(=CC=C2C=C(C=C(C12)C1=C(C=2N=C(N=C(C2C=N1)N1CC(C1)S(=O)(=O)N)OC[C@]12CCCN2C[C@@H](C1)F)F)O)F 1-(7-(8-Ethyl-7-fluoro-3-hydroxynaphthalen-1-yl)-8-fluoro-2-(((2R,7aS)-2-fluorotetrahydro-1H-pyrrolizin-7a(5H)-yl)methoxy)pyrido[4,3-d]pyrimidin-4-yl)azetidine-3-sulfonamide